ClC1=C(N=C(NC1=O)C1=C(N=CS1)C)C1CCN(CC1)C(=O)C1=NOC(=C1)C 5-chloro-4-[1-(5-methylisoxazole-3-carbonyl)-4-piperidinyl]-2-(4-methylthiazol-5-yl)-1H-pyrimidin-6-one